C(C)N(C(C(C1=CC=CC=C1)O)=O)CC N,N-diethyl-2-hydroxy-2-phenylacetamide